C(CCCCCCCCCCC)N(C)CC(=O)O dodecyl-sarcosinic acid